6-((2-(2-Hydroxyethoxy)ethyl)(methyl)amino)undecane-1,11-diyl dicyclotetradecanecarboxylate C1(CCCCCCCCCCCCC1)C(=O)OCCCCCC(CCCCCOC(=O)C1CCCCCCCCCCCCC1)N(C)CCOCCO